ethyl 2'-chloro-3'-(cyclopropylmethoxy)-10'-oxo-5',10'-dihydrospiro[cyclobutane-1,6'-pyrido[1,2-h][1,7]naphthyridine]-9'-carboxylate ClC1=NC=2C=3N(C4(CC2C=C1OCC1CC1)CCC4)C=C(C(C3)=O)C(=O)OCC